ClC1=CC=C2C(NC(N(C2=C1)C1=C(C(=CC=C1)O)F)=O)=O 7-Chloro-1-(2-fluoro-3-hydroxyphenyl)-1,3-dihydroquinazoline-2,4-dione